2-(1-fluorocyclopropyl)-4,5,6,7-tetrahydrothiazolo[5,4-c]pyridine FC1(CC1)C=1SC=2CNCCC2N1